COC[C@H](OCC=1N=CSC1)C1=CC(=C(C(=O)NC2(CC2)C2=C3C=CC=NC3=CC(=C2)C2=CC(=NN2)C(=O)N(C)C)C=C1)C |o1:3| rel-(R)-5-(5-(1-(4-(2-methoxy-1-(thiazol-4-ylmethoxy)ethyl)-2-methylbenzamido)cyclopropyl)quinolin-7-yl)-N,N-dimethyl-1H-pyrazole-3-carboxamide